BrC1=CC2=C(CCN(CC2)C(=O)OC(C)(C)C)C=C1 tert-Butyl 7-bromo-1,2,4,5-tetrahydro-3H-benzo[d]azepine-3-carboxylate